4-(1-Oxopropan-2-yl)-1H-pyrrole-1,2-dicarboxylic acid 1-(tert-butyl) ester 2-methyl ester COC(=O)C=1N(C=C(C1)C(C=O)C)C(=O)OC(C)(C)C